ClC=1C2=CN(N=C2C(=C(C1)C1=CC=C(C=C1)N1CCN(CC1)C(=O)OC(C)(C)C)Cl)C(C(NC=1SC=CN1)=O)C1=C2N(C=N1)C[C@@H](C2)F tert-Butyl 4-(4-(4,7-dichloro-2-(1-((R)-6-fluoro-6,7-dihydro-5H-pyrrolo[1,2-c]imidazol-1-yl)-2-oxo-2-(thiazol-2-ylamino)ethyl)-2H-indazol-6-yl)phenyl)piperazine-1-carboxylate